F[B-](F)(F)F.C(C=C)N1C(N(C=C1)C)C 1-allyl-2,3-dimethyl-imidazole tetrafluoroborate